N1N=CC(=C1)C=1C=C2C=C(N=CC2=CC1)NC(=O)C1CCN(CC1)CC(C)C N-(6-(1H-pyrazol-4-yl)isoquinolin-3-yl)-1-isobutylpiperidine-4-carboxamide